NC1=NC=CC=C1S(=O)(=O)NC(=O)C=1C(=NC(=CC1)C1=CC=C(C=C1)F)N1C(C[C@@H](C1)C)(C)C N-[(2-Amino-3-pyridyl)sulfonyl]-6-(4-fluorophenyl)-2-[(4S)-2,2,4-trimethylpyrrolidin-1-yl]pyridin-3-carboxamid